NC=1C(=NC(=C(N1)C=1OC=CN1)C=1C=CC=2N(C1)C(=CN2)C)C(=O)NCC2N(CCCC2)C 3-amino-6-(3-methylimidazo[1,2-a]pyridin-6-yl)-N-((1-methylpiperidin-2-yl)methyl)-5-(oxazol-2-yl)pyrazine-2-carboxamide